NC1=CC=C(N=N1)N1C[C@@H](NCC1)C (S)-4-(6-aminopyridazin-3-yl)-2-methylpiperazine